5-fluoro-8-(4-fluorophenyl)-9-(2-oxo-5,7-diazaspiro[3.4]octane-6,8-dione-7-yl)-8,9-dihydro-2H-pyrido[4,3,2-de]phthalazin-3(7H)-one FC=1C=C2C=3C(=NNC(C3C1)=O)C(C(N2)C2=CC=C(C=C2)F)N2C(NC1(CC(C1)=O)C2=O)=O